C(C)(=O)N1[C@@H](CCCC1)C(=O)N1[C@@H](C[C@H](C1)O)C(=O)NCC1=CC=C(C=C1)C1=C(N=CS1)C (2S,4R)-1-((S)-1-acetylpiperidine-2-carbonyl)-4-hydroxy-N-(4-(4-methylthiazol-5-yl)benzyl)pyrrolidine-2-carboxamide